5-bromo-2-(4-pyridyl)pyrido[3,4-d]pyrimidin-4-ol BrC1=CN=CC=2N=C(N=C(C21)O)C2=CC=NC=C2